2-(4-(1,3-dioxolan-2-yl)-2-fluoro-3-((4-methoxybenzyl)oxy)phenyl)acetic acid O1C(OCC1)C1=C(C(=C(C=C1)CC(=O)O)F)OCC1=CC=C(C=C1)OC